CN1CCN(CC1)CC1=CC=C(C(=O)NC2=CC(=C(C=C2)C)NC2=NC=CC(=N2)C=2C=NC=CC2)C=C1 4-[(4-methylpiperazin-1-yl)methyl]-N-(4-methyl-3-{[4-(pyridin-3-yl)pyrimidin-2-yl]amino}phenyl)benzamide